(2S)-2-amino-4-(but-3-ynyl-amino)butanoic acid N[C@H](C(=O)O)CCNCCC#C